COC(=O)C=1NC2=CC=C(C=C2C1NC(CN1CCN(CC1)CC1=CC=CC=C1)=O)Cl 3-[2-(4-Benzyl-piperazin-1-yl)-acetylamino]-5-chloro-1H-indole-2-carboxylic acid methyl ester